4-(4-bromo-2,6-dimethyl-phenyl)morpholine BrC1=CC(=C(C(=C1)C)N1CCOCC1)C